(S*)-6-(6-Carboxy-cuban-3-yl)-4-(2-chloro-3,4-difluoro-phenyl)-2-thiazol-2-yl-1,4-dihydro-pyrimidine-5-carboxylic Acid Isopropyl Ester C(C)(C)OC(=O)C=1[C@H](N=C(NC1C12C3C4C5(C3C1C5C42)C(=O)O)C=4SC=CN4)C4=C(C(=C(C=C4)F)F)Cl |o1:7|